C1(=CC=CC2=CC=CC=C12)CNS(=O)(=O)C N-(naphthalen-1-ylmethyl)methanesulfonamide